N=1COC=C2C1C=CC(=C2)C#N 2H-benzo[d][1,3]oxazine-6-carbonitrile